Cl.NC1CC(C1)CN1C(\C(\C2=CC=C(C=C12)C(=O)NCC#C)=C/C=1NC(=CC1C)C)=O (Z)-1-(((1r,3r)-3-aminocyclobutyl)methyl)-3-((3,5-dimethyl-1H-pyrrol-2-yl)methylene)-2-oxo-N-(prop-2-yn-1-yl)indoline-6-carboxamide hydrochloride